(3R)-4-{7-chloro-3-[(4-methoxyphenyl)methoxy]-[1,2]thiazolo[4,5-b]pyridin-5-yl}-3-methylmorpholine ClC1=C2C(=NC(=C1)N1[C@@H](COCC1)C)C(=NS2)OCC2=CC=C(C=C2)OC